C(C)(C)(C)OC(=O)NC1=C(C=CC=C1)NC(=O)C1=CC=C(C=C1)NC(CCCCCCCC(=O)OCC1=CC=CC=C1)=O Benzyl 9-((4-((2-((tert-butoxycarbonyl)amino)phenyl)carbamoyl)phenyl)amino)-9-oxononanoate